Cl.Cl.CC=1N=C2N(C=C(C=C2C)NC(=O)N2CCC=3C2=NC=CC3N3C[C@@H](NCC3)C)C1 (S)-N-(2,8-dimethylimidazo[1,2-a]pyridin-6-yl)-4-(3-methylpiperazin-1-yl)-2,3-dihydro-1H-pyrrolo[2,3-b]pyridine-1-carboxamide dihydrochloride